(Z)-N-methyl-N-(1-oxo-9-octadecyl)glycine Carbon [C].CN(CC(=O)O)C(CCCCCCCC=O)CCCCCCCCC